(3S,4R)-4-amino-3-[[tert-butyl-(dimethyl)silyl]oxymethyl]piperidine-1-carboxylic acid tert-butyl ester C(C)(C)(C)OC(=O)N1C[C@@H]([C@@H](CC1)N)CO[Si](C)(C)C(C)(C)C